N-((1-methylaziridin-2-yl)sulfonyl)glycinate CN1C(C1)S(=O)(=O)NCC(=O)[O-]